C1=CC=C(C=C1)C2=C(C(=O)C3=CC4=C(C=C3O2)OC(=C(C4=O)O)C5=CC=CC=C5)O Diflavonol